1-methyl-3-(methylsulfonamido)-1H-pyrazole-4-carboxylic acid ethyl-1-methyl-3-(methylsulfonamido)-1H-pyrazole-4-carboxylate C(C)OC(=O)C=1C(=NN(C1)C)NS(=O)(=O)C.CN1N=C(C(=C1)C(=O)O)NS(=O)(=O)C